7,9-dihydro-7-phenyl-benzo[G]indolo[2,3-B]carbazole C1(=CC=CC=C1)N1C2=CC=C3C(=C2C=2C=C4C(=CC12)NC=1C=CC=CC14)C=CC=C3